5-(3-(5-benzoyl-1H-imidazol-2-yl)phenoxy)-1H-indole-4-carbaldehyde oxime C(C1=CC=CC=C1)(=O)C1=CN=C(N1)C=1C=C(OC2=C(C=3C=CNC3C=C2)C=NO)C=CC1